2-[2-[(1-tert-butoxycarbonyl-4-piperidyl)methoxy]ethoxy]acetic acid C(C)(C)(C)OC(=O)N1CCC(CC1)COCCOCC(=O)O